ethyl (S)-3-aminomethyl-5-methylhexanoate NC[C@H](CC(=O)OCC)CC(C)C